P(O)(=O)(OP(=O)(O)OP(=O)(O)O)OC[C@@H]1[C@H]([C@]([C@@H](O1)N1C(=O)N=C(NC(C)=O)C=C1)(O)F)O 2'-fluoro-N4-acetylcytidine triphosphate